trans-3,5,4'-triacetoxy-stilbene C(C)(=O)OC=1C=C(C=C(C1)OC(C)=O)\C=C\C1=CC=C(C=C1)OC(C)=O